FCC1(CC1)CN [1-(fluoromethyl)cyclopropyl]methanamine